(E)-4-(4-chlorophenyl)-N'-(3,5-dimethoxybenzylidene)pyrimidine-2-carbohydrazide ClC1=CC=C(C=C1)C1=NC(=NC=C1)C(=O)N/N=C/C1=CC(=CC(=C1)OC)OC